ClC1=CN(C2=NC=CC(=C21)OC2=C(C=C(C=C2F)NC=2OCC1(CN2)CCOCC1)F)COCC[Si](C)(C)C N-{4-[(3-chloro-1-{[2-(trimethylsilyl)ethoxy]methyl}-1H-pyrrolo[2,3-b]pyridin-4-yl)oxy]-3,5-difluorophenyl}-2,9-dioxa-4-azaspiro[5.5]undec-3-en-3-amine